C1=CC=CC=2C3=CC=CC=C3N(C12)C=1C=CC(=CC1)C#N 5-(9H-carbazol-9-yl)-2-cyanobenzene